COC=1C=C(O[C@@H]2CCC2[C@]2(CN=CC=C2N)[N+](=O)[O-])C=CC1C (1r,3r)-3-(3-methoxy-4-methylphenoxy-4-cyclobutyl)-3-nitropyridin-4-amine